CS(=O)(=O)N[C@@H]1[C@@H](N(CCC1)C(=O)OCC(F)(F)F)COC1CCN(CC1)C1=NC=CC=N1 2,2,2-trifluoroethyl cis-3-((methylsulfonyl)amino)-2-(((1-(pyrimidin-2-yl)piperidin-4-yl)oxy)methyl)piperidine-1-carboxylate